N-((3R,4S)-4-((7-(2-chloro-6-isopropyl-3,5-dimethoxyphenyl)-2,6-naphthyridin-3-yl)amino)tetrahydrofuran-3-yl)acryl-amide ClC1=C(C(=C(C=C1OC)OC)C(C)C)C1=NC=C2C=C(N=CC2=C1)N[C@H]1[C@H](COC1)NC(C=C)=O